F[C@H]1CN(C[C@@H]1O)C(CN1C[C@@H](CCC1)NC1=NN=C(C2=C1COC2)C2=C(C=C(C=C2)C(F)(F)F)O)=O 1-((3S,4S)-3-Fluoro-4-hydroxypyrrolidin-1-yl)-2-((R)-3-((4-(2-hydroxy-4-(trifluoromethyl)phenyl)-5,7-dihydrofuro[3,4-d]pyridazin-1-yl)amino)piperidin-1-yl)ethan-1-one